C(C)OC(C(=O)C1CS(C2=CC(=CC=C2C1=O)C)(=O)=O)=O.N1(CCNCC1)C1=NC=CN=C1CC1=CC=C(C=C1)C(F)(F)F 2-(piperazin-1-yl)-3-{[4-(trifluoromethyl)phenyl]methyl}pyrazine Ethyl-2-(7-methyl-1,1-dioxido-4-oxothiochroman-3-yl)-2-oxoacetate